ClC=1C(=CC2=C(NC(=N2)OC=2C=CC(=C(C(=O)O)C2)C)C1)C1=CC=C(C=C1)C1=CC=C(C=C1)COCCOCCO 5-((6-chloro-5-(4'-((2-(2-hydroxyethoxy)ethoxy)methyl)-[1,1'-biphenyl]-4-yl)-1H-benzo[d]imidazol-2-yl)oxy)-2-methylbenzoic acid